2'-chloro-5'-methoxy-6-methyl-N-(5-(5-(trifluoromethoxy)picolinoyl)-5,6-dihydro-4H-pyrrolo[3,4-d]thiazol-2-yl)-[4,4'-bipyridine]-3-carboxamide ClC1=NC=C(C(=C1)C1=C(C=NC(=C1)C)C(=O)NC=1SC2=C(N1)CN(C2)C(C2=NC=C(C=C2)OC(F)(F)F)=O)OC